N-(3-((5-fluoro-2-((4-(2-methoxyethoxy)phenyl)amino)pyrimidin-4-yl)amino)phenyl)pyrrolidine-3-carboxamide FC=1C(=NC(=NC1)NC1=CC=C(C=C1)OCCOC)NC=1C=C(C=CC1)NC(=O)C1CNCC1